(2-2,6-naphthyridin-1-yl)piperidine-4-carbonitrile C1(=NC=CC2=CN=CC=C12)C1NCCC(C1)C#N